5,6-Difluoro-4,7-bis[2-thienyl]benzo[c]1,2,5-thiadiazole FC1=C(C=2C(=NSN2)C(=C1F)C=1SC=CC1)C=1SC=CC1